tridecylstearate C(CCCCCCCCCCCC)OC(CCCCCCCCCCCCCCCCC)=O